COC=1C=C(C=CC1)C1=NN(C2=NC=CC=C21)[C@H]2CN(CCC2)C(=O)OC(C)(C)C tert-butyl (R)-3-(3-(3-methoxyphenyl)-1H-pyrazolo[3,4-b]pyridin-1-yl)piperidine-1-carboxylate